FC(C1=C(C=CC=C1)C1=NC=CC=C1)(F)F 2-(2-trifluoromethyl-phenyl)pyridine